BrC1=C(C2=CN(N=C2C=C1)CC(=O)OC(C)(C)C)Cl tert-Butyl 2-(5-bromo-4-chloro-2H-indazol-2-yl)acetate